C(C1=CC=CC=C1)OC1=NC(=CC=C1C=1C=NC(=C(C1)F)C1CCN(CC1)C(=O)OC(C)(C)C)OCC1=CC=CC=C1 Tert-butyl 4-(2',6'-bis(benzyloxy)-5-fluoro-[3,3'-bipyridin]-6-yl)piperidine-1-carboxylate